(S)-4-(2-(4-(5-chloro-2-(4-(trifluoromethyl)-1H-1,2,3-triazol-1-yl)phenyl)-5-methoxy-2-oxopyridin-1(2H)-yl)-3-phenylpropionamido)-2-fluorobenzoic acid methyl ester COC(C1=C(C=C(C=C1)NC([C@H](CC1=CC=CC=C1)N1C(C=C(C(=C1)OC)C1=C(C=CC(=C1)Cl)N1N=NC(=C1)C(F)(F)F)=O)=O)F)=O